C1(=CC=CC=C1)N1N=CC(=C1C(C)C)C(=O)OC methyl 1-phenyl-5-(propan-2-yl)-1H-pyrazole-4-carboxylate